BrC1=C(C=C(C=C1F)CC(F)F)F 2-bromo-5-(2,2-difluoroethyl)-1,3-difluorobenzene